N1C=NC2=C1C=C(C=C2)NC2=NC(=NC=C2)NC2=CC(=C(C=C2)OCCCN2CCCCC2)OC 4-(1H-1,3-benzimidazol-6-ylamino)-2-[3-methoxy-4-(3-piperidinopropoxy)phenylamino]pyrimidine